NC=1C2=C(N=CN1)N(C(=C2C2=CC=C(C=C2)OC2=CC=CC=C2)C#CC2CN(C2)C(\C=C\CN2CC(C2)F)=O)C (E)-1-(3-((4-amino-7-methyl-5-(4-phenoxyphenyl)-7H-pyrrolo[2,3-d]pyrimidin-6-yl)ethynyl)azetidin-1-yl)-4-(3-fluoroazetidin-1-yl)but-2-en-1-one